FC(C=1N=CSC1C(=O)C=1C=C(NC1)C(=O)OCC)(F)F ethyl 4-(4-(trifluoromethyl)thiazole-5-carbonyl)-1H-pyrrole-2-carboxylate